2-[2-fluoro-3-(1-piperidyl-methyl)phenyl]-4-[[5-(4-hydroxy-1-piperidyl)-2-pyridyl]amino]-6H-1,6-naphthyridin-5-one FC1=C(C=CC=C1CN1CCCCC1)C1=NC=2C=CNC(C2C(=C1)NC1=NC=C(C=C1)N1CCC(CC1)O)=O